C(CCC)OC(NS(=O)(=O)C1=C(C=C(C=C1)CC(C)C)C1=CC=C(C=C1)CN1C(=NC=C1)C(C)(C)O)=O ((4'-((2-(2-hydroxypropan-2-yl)-1H-imidazol-1-yl)methyl)-5-isobutyl-[1,1'-biphenyl]-2-yl)sulfonyl)carbamic acid butyl ester